2-fluoro-6-(3-pyrrolidin-1-ylpropoxy)-3-(4,4,5,5-tetramethyl-1,3,2-dioxaborolan-2-yl)pyridine FC1=NC(=CC=C1B1OC(C(O1)(C)C)(C)C)OCCCN1CCCC1